acrylic acid-N-tert-butylacrylamide C(C)(C)(C)NC(C=C)=O.C(C=C)(=O)O